7-fluoro-8-(5-(2-hydroxypropan-2-yl)-1-methyl-1H-1,2,4-triazol-3-yl)-1-isopropyl-4-oxo-4H-quinolizine-3-carboxylic acid FC1=CN2C(C(=CC(=C2C=C1C1=NN(C(=N1)C(C)(C)O)C)C(C)C)C(=O)O)=O